N-(5-(3-cyano-4-(1,2,3,6-tetrahydropyridin-4-yl)quinolin-6-yl)-2-methoxypyridine-3-yl)-2,6-difluorobenzenesulfonamide trifluoroacetate FC(C(=O)O)(F)F.C(#N)C=1C=NC2=CC=C(C=C2C1C=1CCNCC1)C=1C=C(C(=NC1)OC)NS(=O)(=O)C1=C(C=CC=C1F)F